1H-pyrrolo[3,2-c]pyridin-2-carboxylic acid N1C(=CC=2C=NC=CC21)C(=O)O